CC(CO)(C)NC(C=C)=O N-(1,1-dimethyl-2-hydroxyethyl)acrylamide